4-((S)-2-((S)-2-(2-azidoacetamido)propanamido)propanamido)benzyl (4-nitrophenyl) carbonate C(OCC1=CC=C(C=C1)NC([C@H](C)NC([C@H](C)NC(CN=[N+]=[N-])=O)=O)=O)(OC1=CC=C(C=C1)[N+](=O)[O-])=O